4-hydroxy-1-prop-2-enoylpyrrolidine-2-carboxamide OC1CC(N(C1)C(C=C)=O)C(=O)N